C(C1=CC=CC=C1)C1=C(C2=C(N=C(N=C2)SC)N(C1=O)C)C=C 6-benzyl-5-ethenyl-8-methyl-2-(methylsulfanyl)pyrido[2,3-d]pyrimidin-7-one